1-propynyl-2-nitropyrrole C(#CC)N1C(=CC=C1)[N+](=O)[O-]